ClCC(=O)N([C@H](COC)C)C1=C(C=CC=C1C)CC (S)-2-chloro-N-(2-ethyl-6-methylphenyl)-N-(2-methoxy-1-methylethyl)acetamide